rac-[(3R*,4R*)-1-Cyclohexyl-3-(1-pyridin-2-yl-cyclopropylcarbamoyl)-piperidin-4-yl]-carbamic Acid Tert-Butyl Ester C(C)(C)(C)OC(N[C@H]1[C@@H](CN(CC1)C1CCCCC1)C(NC1(CC1)C1=NC=CC=C1)=O)=O |r|